L-1-naphthyl-magnesium bromide C1(=CC=CC2=CC=CC=C12)[Mg]Br